C(N)(=O)[C@H]1N(C[C@]2(C1)C(NCC2)=O)C(=O)OC(C)(C)C t-butyl (3S,5S)-3-carbamoyl-6-oxo-2,7-diazaspiro[4.4]nonane-2-carboxylate